N-(5-chloro-2-methyl-6-(4-methyl-1H-1,2,3-triazol-1-yl)pyridin-3-yl)-1-(1-oxo-1,2-dihydroisoquinolin-5-yl)-5-(trifluoromethyl)-1H-pyrazole-4-carboxamide ClC=1C=C(C(=NC1N1N=NC(=C1)C)C)NC(=O)C=1C=NN(C1C(F)(F)F)C1=C2C=CNC(C2=CC=C1)=O